ClC=1C(=C(C=CC1F)[C@H](NC(=O)N1[C@@H](C(NCC1)=O)C1CC1)C=1C=NC(=CC1)C(F)(F)F)F N-((R)-(3-chloro-2,4-difluorophenyl)(6-(trifluoromethyl)pyridin-3-yl)methyl)-(R)-2-cyclopropyl-3-oxopiperazine-1-carboxamide